SOC([C@@H](N)CC1=CC=CC=C1)=O O-sulfanylphenylalanine